(R)-Ethyl 4-ethyl-4-((2-((methylamino)methyl)benzyl)(2-oxo-2-((2'-oxo-1,1',2',3-tetrahydrospiro[indene-2,3'-pyrrolo[2,3-b]pyridin]-5-yl)amino)ethyl)carbamoyl)piperidine-1-carboxylate C(C)C1(CCN(CC1)C(=O)OCC)C(N(CC(NC=1C=C2C[C@]3(C(NC4=NC=CC=C43)=O)CC2=CC1)=O)CC1=C(C=CC=C1)CNC)=O